2-{[(8-chloro-1,7-naphthyridin-3-yl)methyl]Amino}ethanol ClC=1N=CC=C2C=C(C=NC12)CNCCO